(R)-3-(2-hydroxy-5-methylphenyl)-5-(tetrahydro-2H-pyran-4-yl)-4-(4-(trifluoromethyl)phenyl)-4,5-dihydropyrrolo[3,4-c]pyrazol-6(2H)-one OC1=C(C=C(C=C1)C)C1=C2C(=NN1)C(N([C@@H]2C2=CC=C(C=C2)C(F)(F)F)C2CCOCC2)=O